FC(C)S(=O)(=O)C1=NC=CC=C1 2-((1-fluoroethyl)sulfonyl)pyridine